FC(OC1=CC=CC=2C(N[C@H]3C=4N([C@@H](C21)C3)C3=C(N4)C=CC(=C3)C=3C=NC(=NC3)C(C#N)(C)C)=O)F 2-{5-[(7R,14R)-1-(difluoromethoxy)-5-oxo-5,6,7,14-tetrahydro-7,14-methanobenzimidazo[1,2-b][2,5]benzodiazocin-11-yl]pyrimidin-2-yl}-2-methylpropanenitrile